thieno[3,2-d]pyrimidin-4-yl-3-methylmorpholine N1=CN=C(C2=C1C=CS2)N2C(COCC2)C